OC[C@H](C(=O)N)NC(=O)C=1N(N=C2C=CC(=CC12)OCC1=C(N=CS1)C)C (2R)-3-hydroxy-2-({2-methyl-5-[(4-methyl-1,3-thiazol-5-yl)methoxy]-2H-indazol-3-yl}formamido)propanamide